O1C=CC2=C1C=CC(=C2)C2=NN1C(N(C(=C(C1=O)N1CCNCC1)CC)CC(=O)NC1=C(C=C(C=C1)S(F)(F)(F)(F)F)Cl)=N2 2-(2-(benzofuran-5-yl)-5-ethyl-7-oxo-6-(piperazin-1-yl)-[1,2,4]triazolo[1,5-a]pyrimidin-4(7H)-yl)-N-(2-chloro-4-(pentafluoro-λ6-sulfaneyl)phenyl)acetamide